C(C)(C)(C)OC(NCC(NNC(=O)C1=CN=CS1)=O)=O (2-oxo-2-(2-(thiazole-5-carbonyl)hydrazino)ethyl)carbamic acid tert-butyl ester